N-(tert-Butoxycarbonyl)-N-(3-chlorophenethyl)glycine C(C)(C)(C)OC(=O)N(CC(=O)O)CCC1=CC(=CC=C1)Cl